FC(C(=O)O)(F)F.[C@H]12CN(C[C@H](CC1)N2)C2=NC(=NC1=C(C(=C(C=C21)C#N)C2=C(C(=CC(=C2)O)Cl)C(F)(F)F)F)OC[C@@H]2OCCC2 4-((1R,5S)-3,8-diazabicyclo[3.2.1]oct-3-yl)-7-(3-chloro-5-hydroxy-2-(trifluoromethyl)phenyl)-8-fluoro-2-(((R)-tetrahydrofurane-2-yl)methoxy)-quinazoline-6-carbonitrile trifluoroacetate